C1(=CCCCC1)CCNC(=O)NCC1=CC(=NC=C1)N1N=CC=C1 1-[2-(cyclohexen-1-yl)ethyl]-3-[(2-pyrazol-1-ylpyridin-4-yl)methyl]urea